1-(4-azidobenzyl)pseudouridine triphosphate P(O)(=O)(OP(=O)(O)OP(=O)(O)O)OC[C@@H]1[C@H]([C@H]([C@@H](O1)C1=CN(C(=O)NC1=O)CC1=CC=C(C=C1)N=[N+]=[N-])O)O